ClC=1C=C(C=CC1F)N(C(=O)[C@H]1N(C([C@H](C1)CC#N)=O)C1=NC(=CC(=C1)C(F)(F)F)C)C (2S,4R)-N-(3-chloro-4-fluorophenyl)-4-(cyanomethyl)-N-methyl-1-[6-methyl-4-(trifluoromethyl)pyridin-2-yl]-5-oxopyrrolidine-2-carboxamide